3-(4-((2-(2-chloro-1H-indol-3-yl)ethyl)amino)-7,8-dihydro-6H-pyrimido(5,4-b)[1,4]oxazin-2-yl)pyridin-2-ol ClC=1NC2=CC=CC=C2C1CCNC1=NC(=NC2=C1OCCN2)C=2C(=NC=CC2)O